C1(=CC=CC=C1)C(CC1=C(C=C(C=C1)O)O)CCCC 4-(2-Phenylhexyl)benzene-1,3-diol